2-hydroxy-2-phenyl-hexafluoropropane OC(C(F)(F)F)(C(F)(F)F)C1=CC=CC=C1